4-bromo-phthalic acid monosodium salt [Na+].BrC=1C=C(C(C(=O)[O-])=CC1)C(=O)O